ClC=1C(=C(C=CC1)N1CCN(CC1)C(CN1N=C(C=2CC(CCC12)(F)F)C(=O)N1CCC(CC1)NC(C)=O)=O)C N-(1-(1-(2-(4-(3-chloro-2-methylphenyl)piperazin-1-yl)-2-oxoethyl)-5,5-difluoro-4,5,6,7-tetrahydro-1H-indazole-3-carbonyl)piperidin-4-yl)acetamide